C(C)OC(=O)C1=NN(C=C(C1=O)C1=CC=C(C=C1)F)CC1CCOCC1 5-(4-fluorophenyl)-4-oxo-1-((tetrahydro-2H-pyran-4-yl)methyl)-1,4-dihydropyridazine-3-carboxylic acid ethyl ester